C1(=C(C=CC=C1)N(C1=CC=2C3(C4=CC=CC=C4C2C=C1)C1=CC=CC=C1C=1C=CC=CC13)C1=CC=3C(C2=CC=CC=C2C3C=C1)(C)C)C1=CC=CC=C1 N-([1,1-biphenyl]-2-yl)-N-(9,9-dimethyl-9H-fluoren-2-yl)-9,9'-spirobi[fluoren]-2-amine